2-{5-[Methyl(1-methylpiperidin-4-yl)amino][1,3]thiazolo[5,4-d][1,3]thiazol-2-yl}-5-[1-(2H3)methyl-1H-pyrazol-4-yl]phenol Hydrochlorid Cl.CN(C=1SC2=C(N1)SC(=N2)C2=C(C=C(C=C2)C=2C=NN(C2)C([2H])([2H])[2H])O)C2CCN(CC2)C